CNC(=O)C=1C=CC2=C(OC[C@@H]3N2CCN(C3)CC=3C(=C2NC(C=4N(C2=CC3)N=CC4F)=O)F)N1 (R)-7-((8-methylcarbamoyl-1,2,4a,5-tetrahydropyrazino[1,2-d]pyrido[2,3-b][1,4]oxazin-3(4H)-yl)methyl)-3,6-difluoropyrazolo[1,5-a]quinoxalin-4(5H)-one